BrC1=C(OCC2C(C2)NC(OC(C)(C)C)=O)C=CC=C1OC tert-Butyl (2-((2-bromo-3-methoxyphenoxy)methyl)cyclopropyl)carbamate